C(C1=CC=CC=C1)[C@@H]1[C@H](N([C@H](S1)C(C)(C)C)C=O)C(=O)OC methyl (2R,4R,5R)-5-benzyl-2-(tert-butyl)-3-formylthiazolidine-4-carboxylate